N-benzyl-3-(1H-imidazol-4-yl)prop-2-enamide C(C1=CC=CC=C1)NC(C=CC=1N=CNC1)=O